methoxyl chloride O(C)Cl